4-(3-methyl-8-(1-methyl-1H-pyrazol-4-yl)-3H-pyrrolo[2,3-c]isoquinolin-1-yl)cyclohexane-1-carboxylic acid CN1C=C(C2=C1N=CC=1C=CC(=CC21)C=2C=NN(C2)C)C2CCC(CC2)C(=O)O